C(C)OC1=NC(=CC=C1NC(=O)C1(CNC1)C1=C(C=CC=C1)C(C)C)C N-(2-ethoxy-6-methylpyridin-3-yl)-3-(2-isopropylphenyl)azetidine-3-carboxamide